O=C1NC(CCC1N1C(C2=CC=C(C=C2C1=O)NC(CN1CCN(CC1)C1=NC(=CC=C1)C1=CN=C2N1N=C(C=C2)N2[C@H](CCC2)C2=CC(=CC=C2)F)=O)=O)=O N-(2-(2,6-Dioxopiperidin-3-yl)-1,3-dioxoisoindolin-5-yl)-2-(4-(6-(6-((R)-2-(3-fluorophenyl)pyrrolidin-1-yl)imidazo[1,2-b]pyridazin-3-yl)pyridin-2-yl)piperazin-1-yl)acetamide